1-(tert-butoxycarbonyl)-3-((tert-butyldiphenylsilyl)oxy)pyrrolidine-2-carboxylic acid C(C)(C)(C)OC(=O)N1C(C(CC1)O[Si](C1=CC=CC=C1)(C1=CC=CC=C1)C(C)(C)C)C(=O)O